CN(C)C[C@H]1C[C@@H](N1)C=1C=2N(C=CC1)C(=C(N2)C#CCNC2=C(C=C(C=C2)S(=O)(=O)C)OC)CC(F)(F)F N-(3-(8-((2R,4R)-4-((dimethylamino)methyl)azetidin-2-yl)-3-(2,2,2-trifluoroethyl)imidazo[1,2-a]pyridin-2-yl)prop-2-yn-1-yl)-2-methoxy-4-(methylsulfonyl)aniline